(3-{4-chloro-3-ethyl-1H-pyrrolo[2,3-b]pyridin-3-yl}phenyl)-1,3-diazinan-2-one ClC1=C2C(=NC=C1)NCC2(CC)C=2C=C(C=CC2)N2C(NCCC2)=O